naphthalene-1,4-dicarbonyl dibromide C1(=CC=C(C2=CC=CC=C12)C(=O)Br)C(=O)Br